8-(3-trifluoromethylphenyl)quinoline-1-oxide FC(C=1C=C(C=CC1)C=1C=CC=C2C=CC=[N+](C12)[O-])(F)F